2-((4-(benzylsulfonyl)phenyl)thio)-5-methoxy-6-(4-(2-(methyl(phenyl)amino)ethyl)piperazin-1-yl)-N-(5-methyl-1H-pyrazol-3-yl)pyrimidin-4-amine C(C1=CC=CC=C1)S(=O)(=O)C1=CC=C(C=C1)SC1=NC(=C(C(=N1)NC1=NNC(=C1)C)OC)N1CCN(CC1)CCN(C1=CC=CC=C1)C